Cl.ClC=1C=C2C(C(=CN(C2=CC1N1[C@H](CCC1)COC1=NC=CC=C1Cl)C=1C=NC(=CC1)N1CC(C1)N(C)C)C(=O)O)=O 6-chloro-7-[(2R)-2-{[(3-chloropyridin-2-yl)oxy]methyl}pyrrolidin-1-yl]-1-{6-[3-(dimethylamino)azetidin-1-yl]pyridin-3-yl}-4-oxo-1,4-dihydroquinoline-3-carboxylic acid hydrochloride